C(C)(=O)O\N=C(/C=C/C1=CC=CC=C1)\C1=C(C=CC=C1)OC (1E,2E)-1-(2-methoxyphenyl)-3-phenylprop-2-en-1-one O-acetyloxime